N12CCC(CC1)C2N azabicyclo[2.2.1]heptan-7-amine